ClC=1N=C(C2=C(N1)C(=CS2)[C@@H]2O[C@@H]([C@H]([C@H]2O)O)CO)NC2CCCC2 (2S,3R,4S,5R)-2-(2-chloro-4-(cyclopentylamino)thieno[3,2-d]pyrimidin-7-yl)-5-(hydroxymethyl)tetrahydrofuran-3,4-diol